methallyl thiol C(C(C)=C)S